1-((1S,2S,4S)-2-(Dimethylamino)-4-(3-(trifluoromethyl)phenyl)cyclohexyl)-6-fluoro-N-(pyrimidin-4-yl)-1H-indole-5-sulfonamide Formate C(=O)O.CN([C@@H]1[C@H](CC[C@@H](C1)C1=CC(=CC=C1)C(F)(F)F)N1C=CC2=CC(=C(C=C12)F)S(=O)(=O)NC1=NC=NC=C1)C